C1(=CC=CC=C1)S(=O)(=O)N1C=CC=2C1=NC=CC2C2=CC=C(C=C2)NC(=O)C(CCOC)NC(OC(C)(C)C)=O tert-Butyl N-[1-[[4-[1-(benzenesulfonyl)pyrrolo[2,3-b]pyridin-4-yl]phenyl]carbamoyl]-3-methoxy-propyl]carbamate